sodium glutamic acid diacetate C(CN([C@@H](CCC(=O)O)C(=O)O)CC(=O)[O-])(=O)[O-].[Na+].[Na+]